Diethyl ((ethoxy(methoxy)phosphoryl)methyl)phosphonate C(C)OP(=O)(OC)CP(OCC)(OCC)=O